4'-(6-chlorobenzo[d]oxazol-2-yl)-[1,1'-biphenyl]-3,4-diol ClC1=CC2=C(N=C(O2)C2=CC=C(C=C2)C2=CC(=C(C=C2)O)O)C=C1